C(C)(C)[C@H]1NC(OC1)=O (R)-4-isopropyl-oxazolidin-2-one